((1R,3r)-3-methoxycyclobutyl)methylamine COC1CC(C1)CN